N[C@@H](CCC(=O)O)C(=O)O.N1=CN=C(C2=C1NC=C2)N[C@@H]2CC[C@@H](N(C2)C(C=C)=O)C 1-((2S,5R)-5-((7H-pyrrolo[2,3-d]pyrimidin-4-yl)amino)-2-methylpiperidin-1-yl)prop-2-en-1-one L-glutamate